C(OC(CC(F)(F)F)F)(OCC)=O tetrafluoropropyl ethyl carbonate